FC=CC fluoro-propene